benzyl 4-(3-(1-methoxyethyl)-5-methylpyridazin-4-yl)piperidine-1-carboxylate COC(C)C=1N=NC=C(C1C1CCN(CC1)C(=O)OCC1=CC=CC=C1)C